COC(C(CCCCC#N)(C1=CC=CC=C1)C1=CC=C(C=C1)Br)=O 2-(4-bromophenyl)-6-cyano-2-phenylhexanoic acid methyl ester